3-((4,4-bis(((Z)-non-3-en-1-yl)oxy)butanoyl)oxy)-2-(((((1-ethylpiperidin-3-yl)methoxy)carbonyl)oxy)methyl)propyl (9Z,12Z)-octadeca-9,12-dienoate C(CCCCCCC\C=C/C\C=C/CCCCC)(=O)OCC(COC(CCC(OCC\C=C/CCCCC)OCC\C=C/CCCCC)=O)COC(=O)OCC1CN(CCC1)CC